1,3,5-tris(3,5-di-tert-butyl-4-hydroxybenzyl)-2,4,6-tripropylbenzene C(C)(C)(C)C=1C=C(CC2=C(C(=C(C(=C2CCC)CC2=CC(=C(C(=C2)C(C)(C)C)O)C(C)(C)C)CCC)CC2=CC(=C(C(=C2)C(C)(C)C)O)C(C)(C)C)CCC)C=C(C1O)C(C)(C)C